6-methyl-2-(2-(6-methylpyridin-2-yl)-5,6-dihydrocyclopenta[d]imidazol-1(4H)-yl)imidazo[2,1-b][1,3,4]thiadiazole CC=1N=C2SC(=NN2C1)N1C(=NC2=C1CCC2)C2=NC(=CC=C2)C